(6,6-difluoro-4,5,6,7-tetrahydrobenzo[d]thiazol-2-yl)methanol FC1(CC2=C(N=C(S2)CO)CC1)F